tert-butyl (5-chloro-1-(2,3-difluoropropyl)-1H-pyrazol-4-yl)carbamate ClC1=C(C=NN1CC(CF)F)NC(OC(C)(C)C)=O